dimethyl (2S)-2-{9-[(1S)-4-methoxy-1-methoxycarbonyl-4-oxo-butyl]-6-oxa-3,9,15-triazabicyclo[9.3.1]pentadeca-1(14),11(15),12-trien-3-yl}pentanedioate COC(CC[C@@H](C(=O)OC)N1CCOCCN(CC2=CC=CC(C1)=N2)[C@H](C(=O)OC)CCC(=O)OC)=O